C(C)(C)(C)C1=CC(=C(C=C1)C=1N([C@]([C@](N1)(C)C1=CC=C(C=C1)Cl)(C)C1=CC=C(C=C1)Cl)C(=O)Cl)OCC (4S,5R)-2-(4-(tert-butyl)-2-ethoxyphenyl)-4,5-bis(4-chlorophenyl)-4,5-dimethyl-4,5-dihydro-1H-imidazole-1-carbonyl chloride